FCCN(C(OC(C)(C)C)=O)C1=NC=C(C=C1)C1=CC=C(C=C1)C=1SC2=C(N1)C=CC(=C2)[N+](=O)[O-] tert-butyl (2-fluoroethyl)(5-(4-(6-nitrobenzo[d]thiazol-2-yl)phenyl)pyridin-2-yl)carbamate